(3S)-N-Boc-1,2,3,4-tetrahydro-beta-carboline C(=O)(OC(C)(C)C)N1CC=2NC3=CC=CC=C3C2CC1